ClC1=C(C=CC=2N(N=NC21)CCCC=C)C(CC(=O)OCC2=CC=CC=C2)C2=CC=C1CCN(CC1=C2)C(=O)N2CCC(CC2)C=C benzyl 3-(4-chloro-1-(pent-4-en-1-yl)-1H-benzo[d][1,2,3]triazol-5-yl)-3-(2-(4-vinylpiperidine-1-carbonyl)-1,2,3,4-tetrahydroisoquinolin-7-yl)propanoate